BrC1=CC(=C(CN2CC3=NC=CC=C3C2=O)C(=C1)OC)F 6-(4-bromo-2-fluoro-6-methoxybenzyl)-6,7-dihydro-5H-pyrrolo[3,4-b]pyridin-5-one